BrC1=C(OCC2=CC=C(C=C2)NC(C(CCCCN(C)C)NC(=O)C2(CCC2)C(=O)[O-])=O)C=CC=C1 1-((1-((4-((2-bromophenoxy)methyl)phenyl)amino)-6-(dimethylamino)-1-oxohexan-2-yl)carbamoyl)cyclobutane-1-carboxylate